5-(4-(methylsulfinyl)styryl)-1H-1,2,3-triazole-4-carboxylic acid CS(=O)C1=CC=C(C=CC2=C(N=NN2)C(=O)O)C=C1